O1CCN(CC1)C1=NC2=CC=CC=C2C(=C1)C(=O)N morpholinoquinoline-4-carboxamide